C(C)(C)(C)OC(=O)N1C2C=CC1C(C2)O[Si](CC)(CC)CC.CN2C=NC(=C2)C=2C=C(C=CC2)S(=O)(=O)N 3-(1-methyl-1H-imidazol-4-yl)benzenesulfonamide tert-butyl-5-triethylsilyloxy-7-azabicyclo[2.2.1]hept-2-ene-7-carboxylate